(2R)-N-((R)-(3,3-dimethylcyclobutyl)(6-(trifluoromethyl)pyridin-3-yl)methyl)-2-methyl-3-oxopiperazine-1-carboxamide CC1(CC(C1)[C@@H](NC(=O)N1[C@@H](C(NCC1)=O)C)C=1C=NC(=CC1)C(F)(F)F)C